(1R,5S,8s)-3-benzyl-3-azabicyclo[3.2.1]octan-8-ol C(C1=CC=CC=C1)N1C[C@H]2CC[C@@H](C1)C2O